(S)-2-(3-(2-fluorophenyl)-4-(4-isobutyryl-2-methylpiperazin-1-yl)-1H-pyrrolo[3,2-c]pyridin-1-yl)isonicotinonitrile FC1=C(C=CC=C1)C1=CN(C2=C1C(=NC=C2)N2[C@H](CN(CC2)C(C(C)C)=O)C)C=2C=C(C#N)C=CN2